7,8-Difluoro-N-(2-(piperidin-1-yl)-4-(4-(trifluoromethyl)phenethyl)phenyl)octanamid FC(CCCCCC(=O)NC1=C(C=C(C=C1)CCC1=CC=C(C=C1)C(F)(F)F)N1CCCCC1)CF